5-(3-{4-[3-(dimethylamino)prop-1-yn-1-yl]-2-fluorophenoxy}propyl)-1,3-thiazole-4-carboxylic acid ethyl ester C(C)OC(=O)C=1N=CSC1CCCOC1=C(C=C(C=C1)C#CCN(C)C)F